NC1SC[C@H]2C(=N1)CN(C2)C2=NC=C(C=N2)F (4aR,7aS)-2-amino-6-(5-fluoropyrimidin-2-yl)-4a,5,6,7-tetrahydropyrrolo[3,4-d][1,3]thiazin